FC(C=1C=C(C=NC1)C(=O)O)(F)F (E)-5-(trifluoromethyl)pyridine-3-carboxylic acid